NC1=NC=NN2C1=NC=C2C=2C=NN(C2)C=2C=C(C(=O)NC1=CC(=CC=C1)C(F)(F)F)C=CC2C 3-(4-(4-aminoimidazo[2,1-f][1,2,4]triazin-7-yl)-1H-pyrazol-1-yl)-4-methyl-N-(3-(trifluoromethyl)phenyl)benzamide